OC1=CC=C(C=C1)C(\C=C\C1=CC(=CC=C1)[N+](=O)[O-])=O (2E)-1-(4-Hydroxyphenyl)-3-(3-nitrophenyl)prop-2-en-1-one